BrC1=NN(C(=C1)C#N)C1=CN=NC=C1 3-Bromo-1-(pyridazin-4-yl)-1H-pyrazole-5-carbonitrile